FC(S(=O)(=O)NC1=C(C=C(C=C1)B1OC(C(O1)(C)C)(C)C)OC(C)C=1OC=CN1)F 1,1-difluoro-N-{2-[1-(1,3-oxazol-2-yl)ethoxy]-4-(4,4,5,5-tetramethyl-1,3,2-dioxaborolan-2-yl)phenyl}methanesulfonamide